Cl.Cl.FC1=CC=C(C=C1)C(CN1CCCC1)N 1-(4-fluorophenyl)-2-(pyrrolidin-1-yl)ethanamine dihydrochloride